(4-fluorophenyl)(tetrahydro-2H-pyran-4-yl)methanol FC1=CC=C(C=C1)C(O)C1CCOCC1